OC1=C(C2=CC=CC=C2C=C1)C(=O)NC1=C(C=CC2=CC=CC=C12)O 2-hydroxy-N-(2-hydroxynaphthalen-1-yl)-1-naphthalenamide